methyl-3-(thiazol-4-yl)-1H-pyrazole CN1N=C(C=C1)C=1N=CSC1